glutamic acid anhydride N[C@H]1CCC(=O)OC1=O